(1S,2R)-2-aminocyclopentanol HCl salt Cl.N[C@H]1[C@H](CCC1)O